NC1=CC2=C(N=CO2)C=C1 6-amino-1,3-benzoxazole